(S)-4-(2-(1-ethyl-3-(trifluoromethyl)-1H-pyrazol-4-yl)-3-fluorophenyl)-6-((E)-3-((2S,5R)-5-methylpyrrolidin-2-yl)acryloyl)-4,5,6,7-tetrahydrothieno[2,3-c]pyridine-2-carbonitrile C(C)N1N=C(C(=C1)C1=C(C=CC=C1F)[C@H]1C2=C(CN(C1)C(\C=C\[C@H]1N[C@@H](CC1)C)=O)SC(=C2)C#N)C(F)(F)F